ClC=1C=C2CN(C(C2=C(C1)C1=CC=C(C=C1)C=1OC(=NN1)C)=O)[C@@H](C(C)(C)O)C1CC1 (R)-5-chloro-2-(1-cyclopropyl-2-hydroxy-2-methylpropyl)-7-(4-(5-methyl-1,3,4-oxadiazol-2-yl)phenyl)isoindolin-1-one